FC1=C(NC2=C(NC3=C2C(N(C(C3)C)C)=O)C3=CC(=NC=C3)NC(CC3=CC=C(C=C3)F)=O)C=CC=C1 N-{4-[3-(2-Fluoroanilino)-5,6-dimethyl-4-oxo-4,5,6,7-tetrahydro-1H-pyrrolo[3,2-c]pyridin-2-yl]pyridin-2-yl}-2-(4-fluorophenyl)acetamid